C(#N)C1=CC(=C(C(=C1)C(C)C)NC(=O)N=[S@@](=O)(N)C1=CC(=C(C=C1)C(C)(C)O)CO)C(C)C (S)-N'-((4-cyano-2,6-diisopropylphenyl)carbamoyl)-3-(hydroxymethyl)-4-(2-hydroxypropan-2-yl)benzenesulfonimidamide